tris-nonylphenyl phosphite CCCCCCCCCC1=C(C(=C(C=C1)OP(O)O)CCCCCCCCC)CCCCCCCCC